N-(3-(dimethylamino)benzyl)-4-((2-(3-(dimethylamino)phenoxy)ethoxy)methyl)-N-(3-methoxybenzyl)thiazol-2-amine CN(C=1C=C(CN(C=2SC=C(N2)COCCOC2=CC(=CC=C2)N(C)C)CC2=CC(=CC=C2)OC)C=CC1)C